FC=1C=C(C=C(C1F)N1CCNCC1)C=1C=C2C(=NC1)NC=C2C2=CC=1N(C=C2)N=CC1C(=O)NC=1C=NC=CC1 5-(5-(3,4-difluoro-5-(piperazin-1-yl)phenyl)-1H-pyrrolo[2,3-b]pyridin-3-yl)-N-(pyridin-3-yl)pyrazolo[1,5-a]pyridine-3-carboxamide